1-((3,4-Difluorophenyl)sulfonyl)-N-(4,6-dimethylbenzo[d]thiazol-2-yl)piperidine-4-carboxamide FC=1C=C(C=CC1F)S(=O)(=O)N1CCC(CC1)C(=O)NC=1SC2=C(N1)C(=CC(=C2)C)C